2-[2-imidazolin-2-yl]isobutyronitrile N1C(=NCC1)C(C#N)(C)C